F[C@@H](C(=O)[O-])C 2-(R)-fluoropropionate